FC1(CCC(CC1)[C@H](C=1OC2=C(N1)C=C(C=C2F)[C@@H](COC)N2C(N[C@@H](C2)C(F)(F)F)=O)NC(OCC2=CC=CC=C2)=O)F benzyl ((R)-(4,4-difluorocyclohexyl)(7-fluoro-5-((S)-2-methoxy-1-((S)-2-oxo-4-(trifluoromethyl)imidazolidin-1-yl)ethyl)benzo[d]oxazol-2-yl)methyl)carbamate